lead-titanium dioxide [O-2].[O-2].[Ti+4].[Pb+2]